GLYCEROL DIBENZOATE C(C1=CC=CC=C1)(=O)OCC(OC(C1=CC=CC=C1)=O)CO